FC1=C(OCC23CC(C2)(C3)C(=O)N3N=CCC3C3=CC(=CC(=C3)F)F)C=CC(=C1)F (3-((2,4-difluorophenoxy)-methyl)bicyclo[1.1.1]pentan-1-yl)(5-(3,5-difluorophenyl)-4,5-dihydro-1H-pyrazol-1-yl)methanone